FC1=CC=C(C=C1)C(CC(C(=O)OC)=O)=O methyl 4-(4-fluorophenyl)-2,4-dioxobutyrate